C(NC1=CC=CC=C1)NC1=CC=CC=C1 methylenebis-aniline